C(CCC)B(O)O butyl-boronic acid